C(C)(C)(C)OC(=O)N1CC(C1)C1=NC=C(C=C1)C1=C(C=C(C=C1)S(=O)(=O)C)Cl 3-[5-(2-chloro-4-methanesulfonyl-phenyl)-2-pyridinyl]azetidine-1-carboxylic acid tert-butyl ester